(R)-N-ethyl-6-(3-methyl-1H-pyrrolo[2,3-b]pyridin-5-yl)-8-(morpholin-3-yl)-3,4-dihydroisoquinoline C(C)N1CC2=C(C=C(C=C2CC1)C=1C=C2C(=NC1)NC=C2C)[C@H]2NCCOC2